2-(2,6-dioxopiperidin-3-yl)-5-nitroisoquinoline-1,3(2H,4H)-dione O=C1NC(CCC1N1C(C2=CC=CC(=C2CC1=O)[N+](=O)[O-])=O)=O